4-(5-(3,5-dichloro-4-fluorophenyl)-5-(trifluoromethyl)-4,5-dihydroisoxazol-3-yl)-2-methyl-N-(5-methyl-1-(prop-2-yn-1-yl)-1H-1,2,4-triazol-3-yl)benzamide ClC=1C=C(C=C(C1F)Cl)C1(CC(=NO1)C1=CC(=C(C(=O)NC2=NN(C(=N2)C)CC#C)C=C1)C)C(F)(F)F